4-(5-(3-chloro-5-(trifluoromethyl)phenyl)-4,5-dihydro-isoxazol-3-yl)-1-naphthoic acid ClC=1C=C(C=C(C1)C(F)(F)F)C1CC(=NO1)C1=CC=C(C2=CC=CC=C12)C(=O)O